(R)-N-(1-Phenylethyl)glycin C1(=CC=CC=C1)[C@@H](C)NCC(=O)O